N1(CCC1)C(=O)C1=NC(=NC=C1)N1[C@@H](C2=C(CC1)NC=N2)C2=NN1C(C(=CC=C1)F)=C2 (S)-azetidin-1-yl(2-(4-(4-fluoropyrazolo[1,5-a]pyridin-2-yl)-1,4,6,7-tetrahydro-5H-imidazo[4,5-c]pyridin-5-yl)pyrimidin-4-yl)methanone